CN1CCN(CC1)C1=CC=C(C=N1)NC1=NC=C(C(=N1)NC=1C=CC2=C(N(C(O2)=O)C)C1)F N2-(6-(4-methylpiperazin-1-yl)pyridin-3-yl)-N4-(3-methyl-2-oxo-2,3-dihydrobenzo[d]oxazol-5-yl)-5-fluoropyrimidine-2,4-diamine